C(#N)C1=CC=C(C=C1)N1CCN(CC1)C1=CC=C(C=C1)NC(C1=NC(=CC=C1)OC)=O N-(4-(4-(4-Cyanophenyl)piperazin-1-yl)phenyl)-6-methoxypicolinamid